N-(2-((2-(dimethylamino)ethyl)(methyl)amino)-5-((4-(1-methyl-1H-indol-3-yl)-7H-pyrrolo[2,3-d]pyrimidin-2-yl)amino)phenyl)methanesulfonamide CN(CCN(C1=C(C=C(C=C1)NC=1N=C(C2=C(N1)NC=C2)C2=CN(C1=CC=CC=C21)C)NS(=O)(=O)C)C)C